methyl 2-(acetamidomethyl)-5-[4-(2-tetrahydropyran-4-yloxyethoxy)phenoxy]pyridine-4-carboxylate C(C)(=O)NCC1=NC=C(C(=C1)C(=O)OC)OC1=CC=C(C=C1)OCCOC1CCOCC1